FC(C(=O)O)(F)F.C(C)(=O)OC1=C(C=C(C=C1)OC(N(CCNC)C)=O)OC(C)=O 4-((methyl(2-(methylamino)ethyl)carbamoyl)oxy)-1,2-phenylene diacetate 2,2,2-trifluoroacetate